[4-(benzyloxy)-2-fluorophenyl]-8-(propan-2-yl)-2-[3-(trifluoromethyl)phenyl]-9H-purine C(C1=CC=CC=C1)OC1=CC(=C(C=C1)N1C2=NC(=NC=C2N=C1C(C)C)C1=CC(=CC=C1)C(F)(F)F)F